ClC=1C(=NC(=NC1)N[C@H]1CC[C@H](CC1)C(=O)N)C1=CC=C(C=C1)F cis-4-((5-chloro-4-(4-fluorophenyl)pyrimidin-2-yl)amino)cyclohexane-1-carboxamide